N(=C=O)C=C1C(C=C(CC1)C1=CC=CC=C1CC1=C(C=CC(=C1)C(=O)N)C1=CC(=CC(=C1)[N+](=O)[O-])C#N)=CN=C=O di(isocyanatomethylene)cyclohexaneNbenzyl-3'-cyano-5'-nitro-[1,1'-biphenyl]-4-carboxamide